O1CCN(CC1)C=1C=C(N=C2N3CCOCC3=NC12)N1N=C(C=C1)C=1C=C(C=CC1)C 8-morpholino-6-[3-(m-tolyl)-1-pyrazolyl]-3,4-dihydro-1H-2-oxa-4a,5,9-triazafluorene